(2-(4-(1-methylpiperidin-4-yl)piperazin-1-yl)-2-oxo-1-phenylethyl)-1h-indole-6-carboxamide CN1CCC(CC1)N1CCN(CC1)C(C(C1=CC=CC=C1)N1C=CC2=CC=C(C=C12)C(=O)N)=O